The molecule is a piperidinemonocarboxylic acid that is piperidine in which one of the hydrogens at position 3 is substituted by a carboxylic acid group. It is a piperidinemonocarboxylic acid and a beta-amino acid. C1CC(CNC1)C(=O)O